2,4-Dichlororesorcinol ClC1=C(O)C=CC(=C1O)Cl